C[C@H](CO)CCCCCCCCCCCC (S)-2-methyltetradecanol